1-(2-(4-(benzyloxy)butyloxy)-4-bromophenyl)-4-methylpiperazine C(C1=CC=CC=C1)OCCCCOC1=C(C=CC(=C1)Br)N1CCN(CC1)C